F[P-](F)(F)(F)(F)F.C1=C(C=CC=2C3=CC=CC=C3CC12)N1C[NH+](C=C1)CCCCCCCC 1-(9H-fluoren-2-yl)-3-octyl-2H-imidazol-3-ium hexafluorophosphate